3,4-dihydro-1H-quinolin-2-one N1C(CCC2=CC=CC=C12)=O